C(C=C(C(=O)OC=C)CC(=O)OC=C)(=O)OC=C trans-trivinyl aconitate